BrC=1C=C2C=CN(C(C2=CC1F)=O)C[C@@H](C[C@H]1N(C(OC1)(C)C)C(=O)OC(C)(C)C)F tert-butyl (4R)-4-[(2R)-3-(6-bromo-7-fluoro-1-oxo-2-isoquinolyl)-2-fluoro-propyl]-2,2-dimethyl-oxazolidine-3-carboxylate